NC1=NC2=C(N1CC1=CC=C(C=C1)O[Si](C1=CC=CC=C1)(C1=CC=CC=C1)C(C)(C)C)C(=CC(=C2)C(=O)N)OC 2-amino-1-(4-((tert-butyldiphenylsilyl)oxy)benzyl)-7-methoxy-1H-benzo[d]imidazole-5-carboxamide